OC1(CC(C1)C(=O)N1CC2(C1)CC(C2)CN2C(=CC=1C2=NC=CC1)C)C ((1s,3s)-3-Hydroxy-3-methylcyclobutyl)(6-((2-methyl-1H-pyrrolo[2,3-b]pyridin-1-yl)methyl)-2-azaspiro[3.3]heptan-2-yl)methanone